N-[Trans-(7RS,9RS)-9-[(2-chloro-6-methylphenyl)carbamoylamino]-3-cyclopropyl-5-(2-methylpropylsulfamoyl)-8,9-dihydro-7H-cyclopenta[h]isochinolin-7-yl]pyridin-3-carboxamid ClC1=C(C(=CC=C1)C)NC(=O)N[C@@H]1C[C@H](C2=CC(=C3C=C(N=CC3=C21)C2CC2)S(NCC(C)C)(=O)=O)NC(=O)C=2C=NC=CC2 |r|